4-(2-(2-(2-aminoethoxy)ethoxy)-3-methoxyphenyl)-7-(4-hydroxy-3-methoxyphenyl)hepta-1,6-diene-3,5-dione NCCOCCOC1=C(C=CC=C1OC)C(C(C=C)=O)C(C=CC1=CC(=C(C=C1)O)OC)=O